4-(1,1-dimethylethyl)phenylacetonitrile CC(C)(C)C1=CC=C(C=C1)CC#N